CC1=CC=C(C=C1)S(=O)(=O)ON1N=NC=C1 Triazole-1-yl 4-methylbenzenesulfonate